2-hydroxy-3-(1H-indol-3-yl)propionic acid OC(C(=O)O)CC1=CNC2=CC=CC=C12